ClC1=CC(=C(C=C1)N1CCCC2=C(C=CC=C12)CC1=C(C(=NC=C1)NS(NC)(=O)=O)F)F 4-[[1-(4-chloro-2-fluoro-phenyl)-3,4-dihydro-2H-quinolin-5-yl]methyl]-3-fluoro-N-(methylsulfamoyl)pyridin-2-amine